BrC1=CC=C(C=C1)C(C)(C(C#CCCCCCC)C)O 2-(4-Bromophenyl)-3-methylundec-4-yn-2-ol